ClC1=C(C=CC(=C1)Cl)C=1CCSC2=C(C1C1=CC=C(C=C1)O[C@@H]1CN(CC1)CCCF)C=CC(=C2)O 4-(2,4-dichlorophenyl)-5-[4-[(3S)-1-(3-fluoropropyl)pyrrolidin-3-yl]Oxy-phenyl]-2,3-dihydro-1-benzothiepin-8-ol